C1(=CC=CC=C1)CCCC(=O)[O-].[Na+] Sodium 4-Phenylbutyrate